tert-butyl (5-(pyridin-3-ylamino)-1-(4-(trifluoromethyl)phenyl)-1,2,3,4-tetrahydroquinolin-3-yl)carbamate N1=CC(=CC=C1)NC1=C2CC(CN(C2=CC=C1)C1=CC=C(C=C1)C(F)(F)F)NC(OC(C)(C)C)=O